ClC=1C=C2C(=NC1)SN=C2 5-chloroisothiazolo[5,4-b]pyridine